OCC=1C(=NC=NC1C1=C2C=NNC2=CC=C1C)N1CC2(CN(C2)C(C=C)=O)CC1 1-(6-(5-(hydroxymethyl)-6-(5-methyl-1H-indazol-4-yl)pyrimidin-4-yl)-2,6-diazaspiro[3.4]octan-2-yl)prop-2-en-1-one